FCCCCCCCCCC=CC=CC=CC=CC=CC=CC(=O)O 22-Fluorodocosahexaenoic Acid